C(C)(=O)NC=1SC=2CN(CCC2N1)C(C(F)(F)C=1C=C(C(=O)NC2=CC(=C(C=C2)F)C)C=CC1F)=O 3-(2-(2-acetamido-6,7-dihydrothiazolo[5,4-c]pyridin-5(4H)-yl)-1,1-difluoro-2-oxoethyl)-4-fluoro-N-(4-fluoro-3-methylphenyl)benzamide